2'-[6-amino-5-(trifluoromethyl)pyridin-3-yl]-N-[2-(oxan-4-yl)propan-2-yl]-5',6'-dihydrospiro[pyrrolidine-3,4'-pyrrolo[1,2-b]pyrazole]-1-carboxamide NC1=C(C=C(C=N1)C=1C=C2N(N1)CCC21CN(CC1)C(=O)NC(C)(C)C1CCOCC1)C(F)(F)F